BrCC(CCC=C)(F)F 1-bromo-2,2-difluoro-5-hexene